N(=[N+]=[N-])C1C(=O)OCCCC1 α-Azido-ε-caprolactone